(4-(2-ethoxyphenoxy)butyl)(methyl-d3)selenane C(C)OC1=C(OCCCCC2([Se]CCCC2)C([2H])([2H])[2H])C=CC=C1